{5-(5-methylaminobenzothien-2-yl)-[1,2,4]triazolo[1,5-a]pyridin-2-yl}cyclopropanecarboxamide CNC=1C=CC2=C(C=C(S2)C2=CC=CC=3N2N=C(N3)C3(CC3)C(=O)N)C1